ClC=1C=C(CN2C(SC(C2=O)=CC2=CC(=C(C(=C2)O)O)O)=O)C=CC1Cl 3-(3,4-dichlorobenzyl)-5-(3,4,5-trihydroxy-benzylidene)-thiazolidine-2,4-dione